NC1=C(C(=C(C(=O)O)C=C1)C(F)(F)F)F 4-amino-3-fluoro-2-(trifluoromethyl)benzoic acid